tert-butyl N-(prop-2-yn-1-yl)carbamate C(C#C)NC(OC(C)(C)C)=O